SC1=CN=C(N=N1)N1CCC2(CC1)[C@@H](C1=CC=CC=C1C2)N[S@](=O)C(C)(C)C (R)-N-((S)-1'-(6-mercapto-1,2,4-triazin-3-yl)-1,3-dihydrospiro[inden-2,4'-piperidin]-1-yl)-2-methylpropan-2-sulfinamide